(R)-1-(5-(6-chloro-7-fluoro-3-(1H-imidazol-1-yl)-5-methoxy-1-methyl-1H-indol-2-yl)-1H-1,2,4-triazol-3-yl)-2-methoxyethan-1-ol ClC1=C(C=C2C(=C(N(C2=C1F)C)C1=NC(=NN1)[C@H](COC)O)N1C=NC=C1)OC